2,3-bis(benzoyl)naphthoquinone Tert-butyl-1-benzyl-3,3-difluoro-[4,1':4',4''-terpiperidine]-1''-carboxylate C(C)(C)(C)OC(=O)N1CCC(CC1)C1CCN(CC1)C1C(CN(CC1)CC1=CC=CC=C1)(F)F.C(C1=CC=CC=C1)(=O)C=1C(C2=CC=CC=C2C(C1C(C1=CC=CC=C1)=O)=O)=O